(4-(2-((tert-butyldimethylsilyl)oxy)propan-2-yl)-6-chloro-5-fluoropyridin-2-yl)(1-fluorocyclopropyl)methanone [Si](C)(C)(C(C)(C)C)OC(C)(C)C1=CC(=NC(=C1F)Cl)C(=O)C1(CC1)F